5-(5-Chloro-2-methylphenyl)-1-isopropyl-3,3,7-trimethyloctahydrobenzo[c]isoxazol ClC=1C=CC(=C(C1)C1CC2C(N(OC2(C)C)C(C)C)C(C1)C)C